CSCCCCC/C(=N/OS(=O)(=O)[O-])/S[C@H]1[C@@H]([C@H]([C@@H]([C@H](O1)CO)O)O)O The molecule is a thia-alkylglucosinolate that has a 5-(methylsulfanyl)pentyl side chain attached to the sulfonated oxime group. It derives from a pentylglucosinolate. It is a conjugate base of a glucoberteroin.